C(C)(C)(C)OC(=O)CSCCC[Si](OC)(OC)OC 3-(t-butoxycarbonylmethylthio)propyltrimethoxysilane